NC1=NN2C(N=C(C=C2)C=2C=C3CN(C(C3=C(C2)OC2CCC(CC2)O)=O)[C@@H](C)C2CC2)=C1C(=O)NC1CC1 2-amino-N-cyclopropyl-5-{2-[(1S)-1-cyclopropylethyl]-1-oxo-7-{[(1R,4R)-4-hydroxycyclohexyl]oxy}-2,3-dihydro-1H-isoindol-5-yl}pyrazolo[1,5-a]pyrimidine-3-carboxamide